BrC12C(C(=CC(=C1)F)F)(Br)O2 1,2-Dibromo-3,5-difluorobenzol oxid